water phosphate oxygen [O+2].P(=O)([O-])([O-])[O-].O.P(=O)([O-])([O-])[O-].[O+2].[O+2]